FC1(CNCCOC1C1=CC=CC=C1)F 6,6-difluoro-7-phenyl-1,4-oxazepane